OC1C[C@H](N(C1)C(=O)OC(C)(C)C)C(=O)OC O1-tert-butyl O2-methyl (2S)-4-hydroxypyrrolidine-1,2-dicarboxylate